Phthaloyl-beta-alanine C(C=1C(C(=O)O)=CC=CC1)(=O)NCCC(=O)O